ethyl o-benzoylbenzoate C(C1=CC=CC=C1)(=O)C1=C(C(=O)OCC)C=CC=C1